11-hydroxyeicosatetraenoic acid CCCCCCCCCC(CC=CC=CC=CC=CC(=O)O)O